ClC=1C=CC(=NC1)OC1CC2(CN(C2)C(=O)N2CC3(C2)CC(C3)C3=NC(=NN3)C3CC3)C1 [6-[(5-chloro-2-pyridyl)oxy]-2-azaspiro[3.3]heptan-2-yl]-[6-(3-cyclopropyl-1H-1,2,4-triazol-5-yl)-2-azaspiro[3.3]heptan-2-yl]methanone